ClC1=C(C=C(C=C1)NC(=O)C1=NC=CC(=C1)C(F)(F)F)C1=CC2=C(N=C(N=C2)NC2CCOCC2)N2C1=NCC2 N-(4-chloro-3-(2-((tetrahydro-2H-pyran-4-yl)amino)-8,9-dihydroimidazo[1',2':1,6]pyrido[2,3-d]pyrimidin-6-yl)phenyl)-4-(trifluoromethyl)pyridineamide